(6-(2-((2-methyl-2-azaspiro[3.3]heptan-6-yl)amino)pyrrolo[2,1-f][1,2,4]triazin-5-yl)imidazo[1,2-a]pyridin-3-yl)(pyrrolidin-1-yl)methanone CN1CC2(C1)CC(C2)NC2=NN1C(C=N2)=C(C=C1)C=1C=CC=2N(C1)C(=CN2)C(=O)N2CCCC2